thiophene-2-carboxamidospiro[3.3]Heptane-2-carboxylic acid methyl ester COC(=O)C1C(C2(C1)CCC2)NC(=O)C=2SC=CC2